C(C)C1=CC=C(CCN=C=O)C=C1 4-Ethylphenethylisocyanat